3-(1-(2-Aminophenyl)-6-chloro-1H-indol-2-yl)-1-methylpyrrolidine-2,5-dione NC1=C(C=CC=C1)N1C(=CC2=CC=C(C=C12)Cl)C1C(N(C(C1)=O)C)=O